[Ni]=S.[Co].[Fe] iron-cobalt-nickel sulfide